sulfoplatinum S(=O)(=O)(O)[Pt]